N1[C@H](CC1)CN1C(NC2=NC=C(C=C21)C2=CC(=C(C=C2)F)C(F)(F)F)=O |r| (R/S)-1-(Azetidin-2-ylmethyl)-6-[4-fluoro-3-(trifluoromethyl)phenyl]-3H-imidazo[4,5-b]pyridin-2-on